(S)-1-(2-((t-butoxycarbonyl)amino)propyl)-5-chloro-1H-pyrrole-3-carboxylic acid C(C)(C)(C)OC(=O)N[C@H](CN1C=C(C=C1Cl)C(=O)O)C